BrC1=CC(N(C=C1)C(CN(C(OC(C)(C)C)=O)C)C1=CC(=C(C=C1)Cl)Cl)=O tert-butyl (2-(4-bromo-2-oxopyridin-1(2H)-yl)-2-(3,4-dichlorophenyl)ethyl)(methyl)carbamate